Cl.C(C1=CC=CC=C1)N1CC=2C(=C(N=C(C2CC1)N1CCNCC1)N1CCOCC1)C#N 6-benzyl-3-morpholino-1-(piperazin-1-yl)-5,6,7,8-tetrahydro-2,6-naphthyridine-4-carbonitrile hydrochloride